2-(2,6-dioxopiperidin-3-yl)-5-(methyl((1S,2S)-1-(methylamino)-2,3-dihydro-1H-inden-2-yl)amino)isoindoline-1,3-dione O=C1NC(CCC1N1C(C2=CC=C(C=C2C1=O)N([C@@H]1[C@H](C2=CC=CC=C2C1)NC)C)=O)=O